N-[2,6-difluoro-4-(2-phenylethynyl)phenyl]-5-fluoropyridine-3-sulfonamide FC1=C(C(=CC(=C1)C#CC1=CC=CC=C1)F)NS(=O)(=O)C=1C=NC=C(C1)F